2-[7-(2,4-difluoro-6-isopropoxy-phenyl)-4-hydroxy-thieno[3,2-c]pyridin-6-yl]-6,7-dihydro-4H-thiazolo[5,4-c]pyridine-5-carboxylic acid tert-butyl ester C(C)(C)(C)OC(=O)N1CC2=C(CC1)N=C(S2)C2=C(C1=C(C(=N2)O)C=CS1)C1=C(C=C(C=C1OC(C)C)F)F